4-chloro-1-(3-(cyclopentylamino)benzyl)-1H-imidazo[4,5-c]Quinoline-2(3H)-one ClC1=NC=2C=CC=CC2C2=C1NC(N2CC2=CC(=CC=C2)NC2CCCC2)=O